(3R,4R)-1-cyclopentyl-4-{[5-(2,4-difluoro-phenyl)-isoxazole-3-carbonyl]-amino}-piperidine-3-carboxylic acid ethyl-methyl-amide C(C)N(C(=O)[C@@H]1CN(CC[C@H]1NC(=O)C1=NOC(=C1)C1=C(C=C(C=C1)F)F)C1CCCC1)C